[N].S1C=NC=C1 thiazole Nitrogen